5-methoxyphenylacetylene COC=1C=CC=C(C1)C#C